FC1=C(C=CC(=C1)F)C1=C(C=C2C(=NC(N3C2=C1SCC3)=O)N3CC1CC2(COC2)CC(C3)N1)C(F)(F)F 10-(2,4-difluorophenyl)-7-(7,9-diazaspiro[bicyclo[3.3.1]nonane-3,3'-oxetan]-7-yl)-9-(trifluoromethyl)-2,3-dihydro-5H-[1,4]thiazino[2,3,4-ij]quinazolin-5-one